ClC1=CC(=C2C(=CNC2=C1Cl)C=1C=NNC1)NC1CC(CC1)O 3-[[6,7-dichloro-3-(1H-pyrazol-4-yl)-1H-indol-4-yl]amino]cyclopentanol